C(C)(C)C1=CC=C(CC=2C3=C(N=CN2)N(C(=C3)C3=CC=C(C=C3)CO)COCC[Si](C)(C)C)C=C1 (4-(4-(4-Isopropylbenzyl)-7-((2-(trimethylsilyl)ethoxy)methyl)-7H-pyrrolo[2,3-d]pyrimidin-6-yl)phenyl)methanol